(R)-3-methyl-4-(7-(oxetane-3-yl)-2-(1H-pyrazol-3-yl)-6,7,8,9-tetrahydro-2H-1,2,3,7-tetraazabenzo[cd]azulene-4-yl)morpholine C[C@H]1N(CCOC1)C=1C=C2C3=C(N(N=C3CCN(C2)C2COC2)C2=NNC=C2)N1